5-fluoro-7-methoxy-2-(5-pyrimidin-2-ylpyrazin-2-yl)-3,4-dihydro-1H-isoquinoline FC1=C2CCN(CC2=CC(=C1)OC)C1=NC=C(N=C1)C1=NC=CC=N1